Cl.CNC=O N-methyl-formamide hydrochloride